N-phenylnaphtho[2,1-d]thiazol-2-amine C1(=CC=CC=C1)NC=1SC2=C(N1)C=CC1=CC=CC=C12